2-chloro-4-(2-fluoro-3-pyridinyl)pyrimidine ClC1=NC=CC(=N1)C=1C(=NC=CC1)F